CC1=CC=C(C([O-])=S)C(=C1)C 4,6-dimethylbenzothiate